zirconium cerium rubidium [Rb].[Ce].[Zr]